C(C)(C)(C)C=1N=C(SC1)NC(=O)C=1N(C2=CC=C(C=C2C1)Cl)CC1=CC=NC=C1 N-(4-(tert-butyl)thiazol-2-yl)-5-chloro-1-(pyridin-4-ylmethyl)-1H-indole-2-carboxamide